C(=C)C=1OCC(N1)CC 2-vinyl-4-ethyl-2-oxazoline